propan-2-ylformamide CC(C)NC=O